Picolinnitril N1=C(C=CC=C1)C#N